5-(((3aR,6aS)-hexahydrocyclopenta[c]pyrrol-2(1H)-yl)methyl)-2-azabicyclo[3.1.0]hexane-3-carboxamide C1N(C[C@H]2[C@@H]1CCC2)CC21CC(NC1C2)C(=O)N